C(#N)C=1COC(C1C=CC1=CC(=CC=C1)NC1=CC=CC=C1)(C)C 3-cyano-5,5-dimethyl-4-(3-(phenylamino)styryl)furan